N-((R)-1-(3-(difluoromethyl)-2-fluorophenyl)ethyl)-1-(6,6-difluorospiro[2.5]oct-1-yl)-4-(((1R,5S,6s)-3-methyl-3-azabicyclo[3.1.0]hex-6-yl)amino)-6-oxo-1,6-dihydropyridine-3-carboxamide FC(C=1C(=C(C=CC1)[C@@H](C)NC(=O)C1=CN(C(C=C1NC1[C@@H]2CN(C[C@H]12)C)=O)C1CC12CCC(CC2)(F)F)F)F